4-(6'-Chloro-4'-fluoro-[2,3'-bipyridin]-4-yl)morpholine ClC1=CC(=C(C=N1)C1=NC=CC(=C1)N1CCOCC1)F